BrCC(=O)C=1C=NC(=CC1)C 2-bromo-1-(6-methylpyridin-3-yl)ethan-1-one